2-(6-chloropyridin-3-yl)-N-(4-(6-methoxy-7-(piperidin-4-ylmethoxy)quinazolin-4-yl)phenyl)acetamide ClC1=CC=C(C=N1)CC(=O)NC1=CC=C(C=C1)C1=NC=NC2=CC(=C(C=C12)OC)OCC1CCNCC1